3-[4-(hydroxymethyl)phenyl]urea OCC1=CC=C(C=C1)NC(N)=O